13-(eicosa-11-enoyloxy)-tridecanoic acid C(CCCCCCCCCC=CCCCCCCCC)(=O)OCCCCCCCCCCCCC(=O)O